5-((4-bromophenoxy)methyl)-3-(methoxymethyl)-2-methyl-1,4-dioxan BrC1=CC=C(OCC2OC(C(OC2)C)COC)C=C1